N'-(2-cyano-4-methoxyphenyl)-N,N-dimethylformamidine C(#N)C1=C(C=CC(=C1)OC)N=CN(C)C